FC=1C=C(C=CC1F)C=1N=C(SC1C#N)N(C)C=1C(=NN2C1N=C(C=C2)N2CCNCC2)CC 4-(3,4-difluorophenyl)-2-((2-ethyl-5-(piperazin-1-yl)pyrazolo[1,5-a]pyrimidin-3-yl)(methyl)amino)thiazole-5-carbonitrile